ClC1=CC=CC(=N1)NC(=O)C1NCC(C1)F N-(6-chloropyridin-2-yl)-4-fluoropyrrolidine-2-carboxamide